methyl (2R,4R)-2-(3-chloropropyl)-4-(3-iodophenoxy)pyrrolidine-2-carboxylate ClCCC[C@]1(NC[C@@H](C1)OC1=CC(=CC=C1)I)C(=O)OC